C(N)(=O)C1=CC=C(C=N1)COC1=CC=CC(=N1)C1=CC(=C(CC2=NC3=C(N2CCOC)C=C(C=C3)C(=O)O)C=C1F)F 2-(4-(6-((6-carbamoylpyridin-3-yl)methoxy)pyridin-2-yl)-2,5-difluorobenzyl)-1-(2-methoxyethyl)-1H-benzo[d]imidazole-6-carboxylic acid